F[P-](F)(F)(F)(F)F.N(=[N+]=[N-])C1N(CCN1C)C 2-azido-1,3-dimethylimidazoline hexafluorophosphate